COC=1C(=NC(=CC1)C#CCCNC1=CC=NC2=CC=CC=C12)C=O 3-methoxy-6-(4-(quinolin-4-ylamino)but-1-yn-1-yl)pyridinal